ethyl 2-acetylamino-6-cyano-6-(2-cyclopropylethyl)-7-oxo-4,5,6,7-tetrahydro-1-thia-3-indenecarboxylate C(C)(=O)NC=1SC=2C(C(CCC2C1C(=O)OCC)(CCC1CC1)C#N)=O